(E)-6-ethoxy-6-oxohex-4-enoic amide C(C)OC(/C=C/CCC(=O)N)=O